S(CCC(=O)OCCCCCCCCCCCC)CCC(=O)OCCCCCCCCCCCC bisdodecyl thiodipropionate